2-chloro-4-((1-methylpiperidin-4-yl)oxy)pyridine ClC1=NC=CC(=C1)OC1CCN(CC1)C